COC=1C=C(C=CC1OC)C=1NC2=CC=C(C=C2C1CC)C(=O)N1C[C@H](CC1)N(C)C (S)-(2-(3,4-dimethoxyphenyl)-3-ethyl-1H-indol-5-yl)(3-(dimethylamino)pyrrolidin-1-yl)methanone